chloroethylene glycol dimethyl ether COC(COC)Cl